5-bromo-2,2'-bithiophene BrC1=CC=C(S1)C=1SC=CC1